5-Chloro-N-(1-(5-(4-chlorophenyl)-1,3,4-oxadiazole-2-carbonyl)piperidin-4-yl)benzofuran-2-carboxamide ClC=1C=CC2=C(C=C(O2)C(=O)NC2CCN(CC2)C(=O)C=2OC(=NN2)C2=CC=C(C=C2)Cl)C1